C(C1=CC=CC=C1)C1C(CCC1)OC(=O)N[C@H](C(=O)N[C@H](C(=O)O)C[C@H]1C(NCC1)=O)CC(C)C (2S)-2-((2S)-2-((((2-Benzylcyclopentyl)oxy)carbonyl)amino)-4-methylpentanamido)-3-((S)-2-oxopyrrolidin-3-yl)propanoic acid